2-[4-[5-amino-4-cyano-1-(1-methylcyclopropyl)pyrazol-3-yl]phenyl]prop-2-enoic acid methyl ester COC(C(=C)C1=CC=C(C=C1)C1=NN(C(=C1C#N)N)C1(CC1)C)=O